5-fluoro-N-(2-methoxy-5-(4-(piperazin-1-yl)quinazolin-6-yl)pyridin-3-yl)pyridine-2-sulfonamide trifluoroacetate FC(C(=O)O)(F)F.FC=1C=CC(=NC1)S(=O)(=O)NC=1C(=NC=C(C1)C=1C=C2C(=NC=NC2=CC1)N1CCNCC1)OC